Tert-butyl (3S,4R)-4-[(1-benzyloxycarbonylazetidin-3-yl)methoxy]-3-fluoro-piperidine-1-carboxylate C(C1=CC=CC=C1)OC(=O)N1CC(C1)CO[C@H]1[C@H](CN(CC1)C(=O)OC(C)(C)C)F